7-acetylspiro[1,3-benzodioxole-2,4'-tetrahydrothiopyran] C(C)(=O)C1=CC=CC2=C1OC1(CCSCC1)O2